[Si](C)(C)(C(C)(C)C)OCCOC=1N=C2N(N=C(C=C2)C2CC2)C1 (2-((tert-butyldimethylsilyl)oxy)ethoxy)-6-cyclopropylimidazo[1,2-b]pyridazine